BrC1=C(C(=C(C=C1)F)F)COS(=O)(=O)CC1=NN2C(N=CC(=C2)CN2CCC(CC2)COC)=C1C1=CC(=NC=C1)C 6-((4-(Methoxymethyl)piperidin-1-yl)methyl)-3-(2-methylpyridin-4-yl)pyrazolo[1,5-a]pyrimidineMethanesulfonic acid-(4-bromo-1,2-difluorobenzene-3-yl)methyl ester